methyl 5-(methylsulfonyl)-2-(trifluoromethyl)benzoate CS(=O)(=O)C=1C=CC(=C(C(=O)OC)C1)C(F)(F)F